O=C1NCC12N(CCN(C2)C(=O)OC(C)(C)C)C(=O)OC(C)(C)C di-tert-butyl 1-oxo-2,5,8-triazaspiro[3.5]nonane-5,8-dicarboxylate